Cl.NCC1CCC(CC1)C(=O)N(C)[C@H](C(F)(F)F)C1=CC=C(C=C1)NC=1C=NC=2N(C1[C@H](C)OC)N=C(N2)Cl 4-(aminomethyl)-N-[(1S)-1-[4-({2-chloro-7-[(1S)-1-methoxyethyl]-[1,2,4]triazolo[1,5-a]pyrimidin-6-yl}amino)phenyl]-2,2,2-trifluoroethyl]-N-methylcyclohexane-1-carboxamide hydrochloride